FC(C(=O)O)(F)F.NC1=NC(=C(C=C1/N=N/C1=CC=C(C=C1)O)OCC1=CC=C(C=C1)OC)N (E)-4-((2,6-diamino-5-((4-methoxybenzyl)oxy)pyridin-3-yl)diazenyl)phenol trifluoroacetic acid salt